tert-Butyl (3-cyano-7-fluoro-4-(5-fluoro-3-((R)-3-(4-(methyl-d3)piperazin-1-yl)pyrrolidin-1-yl)-7,9-dihydrofuro[3,4-f]quinazolin-6-yl)thieno[3,2-c]pyridin-2-yl)carbamate C(#N)C1=C(SC2=C1C(=NC=C2F)C=2C1=C(C=3C=NC(=NC3C2F)N2C[C@@H](CC2)N2CCN(CC2)C([2H])([2H])[2H])COC1)NC(OC(C)(C)C)=O